dicyclohexyl-[2',4',6'-tris(isopropyl)[1,1'-biphenyl]-2-yl]phosphine C1(CCCCC1)P(C1=C(C=CC=C1)C1=C(C=C(C=C1C(C)C)C(C)C)C(C)C)C1CCCCC1